Lithium 2-((4-(7-(((2S,5R)-5-((tert-butoxycarbonyl)amino)tetrahydro-2H-pyran-2-yl)methyl)-2,7-diazaspiro[3.5]nonan-2-yl)pyrimidin-5-yl)oxy)-5-fluorobenzoate C(C)(C)(C)OC(=O)N[C@@H]1CC[C@H](OC1)CN1CCC2(CN(C2)C2=NC=NC=C2OC2=C(C(=O)[O-])C=C(C=C2)F)CC1.[Li+]